(R)-3-(2-bromophenoxy)-2,2-dimethyl-N-(1-methylpyrrolidin-3-yl)propanamide BrC1=C(OCC(C(=O)N[C@H]2CN(CC2)C)(C)C)C=CC=C1